2-(4-cyano-6-cyclopropyl-3-fluoro-2-isopropylphenyl)acetic acid C(#N)C1=C(C(=C(C(=C1)C1CC1)CC(=O)O)C(C)C)F